N-(4-(((3,5-dicyano-6-(dimethylamino)-4-ethylpyridin-2-yl)thio)methyl)phenyl)acetamide C(#N)C=1C(=NC(=C(C1CC)C#N)N(C)C)SCC1=CC=C(C=C1)NC(C)=O